FC1CN(CCC1N(C(CC)=O)C1=CC=CC=C1)CCC1=CC=CC=C1 N-(3-fluoro-1-phenethylpiperidin-4-yl)-N-phenylpropionamide